10,10'-oxybis-phenoxarsine O([As]1C2=CC=CC=C2OC=2C=CC=CC12)[As]1C2=CC=CC=C2OC=2C=CC=CC12